NC1=CC=C(C(=N1)NC(C(C)(C)C)=O)S(=O)(=O)C N-(6-amino-3-(methylsulfonyl)pyridin-2-yl)trimethylacetamide